2-(4-(3-isopropyl-2-(1-methyl-1H-pyrrolo[2,3-b]pyridin-3-yl)-1H-indol-5-yl)piperidin-1-yl)acetonitrile C(C)(C)C1=C(NC2=CC=C(C=C12)C1CCN(CC1)CC#N)C1=CN(C2=NC=CC=C21)C